ClC1=CC=C(C=C1)[C@H]1C[C@@H](CO1)C1=NOC(=N1)CN1C=NC2=C(C1=O)CCNC2 3-((3-((3R,5R)-5-(4-chlorophenyl)tetrahydro-furan-3-yl)-1,2,4-oxadiazol-5-yl)methyl)-5,6,7,8-tetrahydropyrido[3,4-d]pyrimidin-4(3H)-one